C(C)(C)(C)OC(=O)N1CC2=CC(=C(C=C2CC1)F)N1C(C2=C(CC1)C(=NN2C2=CC(=CC=C2)Cl)C(=O)OCC)=O 7-[1-(3-Chlorophenyl)-3-ethoxycarbonyl-7-oxo-4,5-dihydropyrazolo[3,4-c]pyridin-6-yl]-6-fluoro-3,4-dihydro-1H-isoquinoline-2-carboxylic acid tert-butyl ester